1-Decyl-4-ethylpiperidinium acetat C(C)(=O)[O-].C(CCCCCCCCC)[NH+]1CCC(CC1)CC